methyl trans-3-{[(tert-butoxy) carbonyl] amino}-1-methylcyclobutane-1-Carboxylate C(C)(C)(C)OC(=O)NC1CC(C1)(C(=O)OC)C